NC1=CC=C(C(=C1C(=O)N(C)C)F)C=1C=C2C(=NC1)NCC21CNC(C1)=O 6-Amino-2-fluoro-N,N-dimethyl-3-(5-oxo-1',2'-dihydrospiro[pyrrolidine-3,3'-pyrrolo[2,3-b]pyridin]-5'-yl)benzamide